2,4-dimethyl-6-oxo-1,6-dihydropyridine-3-carboxylic acid CC=1NC(C=C(C1C(=O)O)C)=O